COC=1C=C2C(=CN1)NC=C2 5-methoxy-1H-pyrrolo[2,3-c]pyridine